C[C@@H]1N(CCC1)CC1=NC2=C(N1)C=CC(=C2)NC(=O)C2CCN(CC2)C(CCN2CCN(CC2)C(=O)OC(C)(C)C)=O tert-butyl (S)-4-(3-(4-((2-((2-methylpyrrolidin-1-yl)methyl)-1H-benzo[d]imidazol-5-yl)carbamoyl)piperidin-1-yl)-3-oxopropyl)piperazine-1-carboxylate